C(C)(C)(C)OC(N(C)[C@@H]1[C@H](CN(CC1)C1=CC=C2C(=NN(C2=C1)C)C1C(NC(CC1)=O)=O)C)=O.C(=O)C1=NC=CC=C1C1=CC=C(C=C1)N=NC1=CC=CC=C1 4-(2-formyl-pyridyl)azobenzene tert-Butyl-N-[(3S,4S)-1-[3-(2,6-dioxo-3-piperidyl)-1-methyl-indazol-6-yl]-3-methyl-4-piperidyl]-N-methyl-carbamate